ClC1=CC=C(C=C1)C=1C=NC=CC1 3-(4-chlorophenyl)-pyridine